5-bromo-2-(3-chlorophenoxy)pyrimidine BrC=1C=NC(=NC1)OC1=CC(=CC=C1)Cl